4-formyl-2-hydroxyphenolate C(=O)C1=CC(=C(C=C1)[O-])O